2,4-bis(trifluoromethylthio)benzoic acid FC(SC1=C(C(=O)O)C=CC(=C1)SC(F)(F)F)(F)F